trans-Indolocarbazol C1=C2C(=CC=C1)N=C1C=CC3=C4C=CC=CC4=NC3=C12